methylacryloyloxy(ethyl) phosphate P(=O)(OCCOC(C=CC)=O)([O-])[O-]